[N+](=O)([O-])C1=CC=C(NC([C@@H](N)CC(C)C)=O)C=C1 L-leucine-p-nitroanilide